CC=1C=C(N=NC1C)NC1=NN2C(C=C(C=C2)C=2C(=NOC2C)O[C@@H]2CN[C@@H](C2)COC)=C1 N-(5,6-dimethylpyridazin-3-yl)-5-[3-[(3S,5S)-5-(methoxymethyl)pyrrolidin-3-yl]oxy-5-methyl-isoxazol-4-yl]pyrazolo[1,5-a]pyridin-2-amine